5-chloro-1-((5-(3-(difluoromethyl)phenyl)pyrazin-2-yl)methyl)-1H-indazole ClC=1C=C2C=NN(C2=CC1)CC1=NC=C(N=C1)C1=CC(=CC=C1)C(F)F